1,2,4,5-tetraoxazine hydrochloride Cl.O1ONOOC1